1-[4-[1-[rac-(3S)-3-(1H-1,2,4-Triazol-5-yl)pyrrolidine-1-carbonyl]azetidin-3-yl]phenyl]piperidine-2-carboxamide N1N=CN=C1[C@@H]1CN(CC1)C(=O)N1CC(C1)C1=CC=C(C=C1)N1C(CCCC1)C(=O)N |r|